ClC1=C(C=C(NC=2C3=C(N=CN2)C=CC(=N3)N3CC2(CCN2C(C=C)=O)C3)C=C1)F 1-[6-[4-(4-chloro-3-fluoro-anilino)pyrido[3,2-d]pyrimidin-6-yl]-1,6-diazaspiro[3.3]heptan-1-yl]prop-2-en-1-one